(3-(3-((6-(2-(1H-pyrazol-1-yl)ethoxy)pyridin-3-yl)methyl)isoxazol-5-yl)-2-aminopyridin-1-ium-1-yl)methyl hydrogen phosphate P(=O)(OC[N+]1=C(C(=CC=C1)C1=CC(=NO1)CC=1C=NC(=CC1)OCCN1N=CC=C1)N)(O)[O-]